C(N)(=N)C=1C=C(SC1)[C@@H](C)NC(=O)[C@H]1N(C[C@@H](C1)S(=O)(=O)C)C(CNC(=O)C=1C=CC=2C(C3=CC=CC=C3C2C1)(C)C)=O (2S,4R)-N-((R)-1-(4-carbamimidoylthiophen-2-yl)ethyl)-1-((9,9-dimethyl-9H-fluorene-3-carbonyl)glycyl)-4-(methylsulfonyl)pyrrolidine-2-carboxamide